C1=CC=CC=2SC3=CC=CC=C3C(C12)OCC(=O)O 2-thioxantheneoxyacetic acid